3-(2-(tert-butylamino)-2-oxoacetyl)-N-(3,4-difluoro-5-methylphenyl)-5,6,7,8-tetrahydroindolizine-1-carboxamide C(C)(C)(C)NC(C(=O)C1=CC(=C2CCCCN12)C(=O)NC1=CC(=C(C(=C1)C)F)F)=O